FC1=C(C(=CC(=C1)NC1CN(C1)CCCF)F)[C@H]1N([C@@H](CC2=C1NC1=CC=CC=C21)C)C[C@@](C#N)(CO)F (R)-3-((1R,3R)-1-(2,6-difluoro-4-((1-(3-fluoropropyl)azetidin-3-yl)amino)phenyl)-3-methyl-3,4-dihydro-1H-pyrido[3,4-b]indol-2(9H)-yl)-2-fluoro-2-(hydroxymethyl)propanenitrile